COC1=NC=C(C(=O)O)C(=C1)C1=C(C=CC=C1)OC 6-methoxy-4-(2-methoxyphenyl)nicotinic acid